2-(2-cyano-2-(2-methoxy-10-butylacridin-9(10H)-ylidene)acetamido)ethyl methacrylate C(C(=C)C)(=O)OCCNC(C(=C1C2=CC=CC=C2N(C=2C=CC(=CC12)OC)CCCC)C#N)=O